2-{[(1R)-1-(4-chlorophenyl)-7-fluoro-5-[(1R)-1-(4-fluorooxan-4-yl)-1-hydroxypropyl]-1-(2-hydroxyethoxy)-3-oxo-2,3-dihydro-1H-isoindol-2-yl]methyl}pyrimidine-5-carbonitrile ClC1=CC=C(C=C1)[C@@]1(N(C(C2=CC(=CC(=C12)F)[C@@](CC)(O)C1(CCOCC1)F)=O)CC1=NC=C(C=N1)C#N)OCCO